C(#N)C1=CC=C(CN2CC(N(CC2)C2CC3(C2)CCN(CC3)C(=O)[O-])C3=C(C=CC=C3)C(C)C)C=C1 2-(4-(4-cyanobenzyl)-2-(2-isopropylphenyl) piperazin-1-yl)-7-azaspiro[3.5]nonane-7-carboxylate